6-fluoro-2-(hexahydropyrrolo[3,4-c]pyrrol-2(1H)-yl)quinazoline FC=1C=C2C=NC(=NC2=CC1)N1CC2CNCC2C1